L-2-oxoheptanoic acid O=C(C(=O)O)CCCCC